ClC1=C(C=CC=C1)[C@]1(C(CCCC1)=O)NC (R)-2-(2-chlorophenyl)-2-(methylamino)-cyclohexanone